ClC=1C=NC=C(C1C(C(=O)NC(C(=O)O)CCN(CCCCC1=NC=2NCCCC2C=C1)CC(CF)OC)(C)C)Cl 2-[[2-(3,5-dichloro-4-pyridyl)-2-methyl-propanoyl]amino]-4-[[3-fluoro-2-methoxy-propyl]-[4-(5,6,7,8-tetrahydro-1,8-naphthyridin-2-yl)butyl]amino]butanoic acid